N-(5-(3,5-difluorobenzyl)-1H-indazol-3-yl)-4-(4-(1-(3-((2,6-dioxopiperidin-3-yl)amino)benzyl)piperidin-4-yl)piperazin-1-yl)-2-((tetrahydro-2H-pyran-4-yl)amino)benzamide FC=1C=C(CC=2C=C3C(=NNC3=CC2)NC(C2=C(C=C(C=C2)N2CCN(CC2)C2CCN(CC2)CC2=CC(=CC=C2)NC2C(NC(CC2)=O)=O)NC2CCOCC2)=O)C=C(C1)F